C1N(CCC12CCOCC2)C=2C1=C(N=CN2)NC(=C1)C1=CC=C(C=C1)NC(=O)C1=NC=CC(=C1)CN1C[C@@H](CCC1)NC(C=C)=O (R)-N-(4-(4-(8-oxa-2-azaspiro[4.5]decan-2-yl)-7H-pyrrolo[2,3-d]pyrimidin-6-yl)phenyl)-4-((3-acrylamidopiperidin-1-yl)methyl)pyridine-2-carboxamide